BrC=1C=C2C(=NC1)N(C(C21CC1)=O)CCNC(OC(C)(C)C)=O tert-butyl N-[2-(5'-bromo-2'-oxo-spiro[cyclopropane-1,3'-pyrrolo[2,3-b]pyridine]-1'-yl)ethyl]carbamate